BrC=1C=C2C(=CC(=NC2=CC1)C(=O)NC1CCN(CC1)C)NCC1=CC(=CC=C1)Cl 6-bromo-4-((3-chlorobenzyl)amino)-N-(1-methylpiperidin-4-yl)quinoline-2-carboxamide